C1(=CC=CC=C1)/C=C/C(=O)O (E)-3-phenylprop-2-enoic acid